CS(=O)(=O)OCC1CN(C1)C=1C(=NC(=CC1C)C1C(NC(CC1)=O)=O)C (1-(6-(2,6-dioxopiperidin-3-yl)-2,4-dimethylpyridin-3-yl)azetidin-3-yl)methyl methanesulfonate